N(=[N+]=[N-])C1C(N(C=2N(CC1)N=C(C2)CC2CCOCC2)C)=O 6-azido-4-methyl-2-(tetrahydropyran-4-ylmethyl)-7,8-dihydro-6H-pyrazolo[1,5-a][1,3]diazepin-5-one